2-[1-[6-Methyl-2-(3-methylpyrazin-2-yl)-4-oxo-chromen-8-yl]ethylamino]benzoic acid CC=1C=C2C(C=C(OC2=C(C1)C(C)NC1=C(C(=O)O)C=CC=C1)C1=NC=CN=C1C)=O